4-(2,6-Dimethoxyphenyl)-5-(6-ethoxypyridin-2-yl)-N-(((5-methylpyrimidin-2-yl)methyl)sulfonyl)-4H-1,2,4-triazole-3-carboxamide COC1=C(C(=CC=C1)OC)N1C(=NN=C1C1=NC(=CC=C1)OCC)C(=O)NS(=O)(=O)CC1=NC=C(C=N1)C